FC(C1=NN(C(=C1)C)C1=C(C=C(C=C1)NC(C1=C(C=C(C=C1F)F)F)=O)F)F N-(4-(3-(difluoromethyl)-5-methyl-1H-pyrazol-1-yl)-3-fluorophenyl)-2,4,6-trifluorobenzamide